N-(4-(hydroxymethyl)tetrahydro-2H-pyran-4-yl)-1-(pyridin-4-yl)imidazo[1,5-a]pyridine-3-carboxamide OCC1(CCOCC1)NC(=O)C1=NC(=C2N1C=CC=C2)C2=CC=NC=C2